(R)-2-(5-methoxy-3,4-dihydro-2H-pyrrol-2-yl)acetonitrile COC=1CC[C@@H](N1)CC#N